9-bromo-5,5-dimethyl-5,10-dihydrobenzo[b][1,8]naphthyridine BrC1=CC=CC2=C1NC=1N=CC=CC1C2(C)C